P(O)(=O)(OP(=O)(O)OP(=O)(O)O)OC[C@@H]1[C@H]([C@H]([C@@H](O1)N1C=NC=2C(OC)=NC(N)=NC12)O)O O6-methylguanosine 5'-triphosphate